2-methoxy-benzoate COC1=C(C(=O)[O-])C=CC=C1